Racemic-borneol C12(C(CC(CC1)C2(C)C)O)C